2-bromo-5-(2-bromoethoxy)-3-chloro-pyridine BrC1=NC=C(C=C1Cl)OCCBr